3-(4,4,5,5-tetramethyl-1,3,2-dioxaborolan-2-yl)benzoic acid CC1(OB(OC1(C)C)C=1C=C(C(=O)O)C=CC1)C